[Cl-].[Cl-].C1=C(C=CC2=CC=CC=C12)C(=[Zr+2](C1=C(C(=CC=2C3=CC(=C(C=C3CC12)C1=CC=CC=C1)C(C)(C)C)C(C)(C)C)C1=CC=CC=C1)C1C=CC=C1)C1=CC2=CC=CC=C2C=C1 di-(2-naphthyl)methylene(cyclopentadienyl)(2,7-diphenyl-3,6-di-tert-butylfluorenyl)zirconium dichloride